ClC=1C(=CC=C(C(=O)Cl)C1)OCCCOC 5-chloro-4-(3-methoxypropoxy)benzoyl chloride